C(C)(C)(C)N(C(O)=O)[C@@H]1CC[C@H](CC1)CCN1C2CCC2N(CC1)C1=CC=CC=2SC=CC21.ClC=2C(=NC=CN2)CNC(CC)=O N-((3-Chloropyrazin-2-yl)methyl)propionamide Tert-butyl-(trans-4-(2-(5-(benzo[b]thiophen-4-yl)-2,5-diazabicyclo[4.2.0]octan-2-yl)ethyl)cyclohexyl)carbamate